FC(CN1N=C(C=C1C(F)(F)F)CC1CC2(CN(C2)C(=O)OC(C)(C)C)C1)(F)F tert-butyl 6-[[1-(2,2,2-trifluoroethyl)-5-(trifluoromethyl)pyrazol-3-yl]methyl]-2-azaspiro[3.3]heptane-2-carboxylate